BrC1=C(C=C2C(=NC(=NC2=C1)Cl)Cl)N(C)C 7-bromo-2,4-dichloro-N,N-dimethylquinazolin-6-amine